C1(=CC=CC=2C3=CC=CC=C3C3=CC=CC=C3C12)C=1C(=C(C=CC1)C1=CC=CC=C1)C1=NC=CC(=N1)C1=CC=CC=C1 (triphenyleneyl)(phenylpyrimidineyl)biphenyl